3-(ethyliminomethyleneamino)-N,N-dimethyl-propan-1-amine hydrochloride salt Cl.C(C)N=C=NCCCN(C)C